C(C)OC1=NC=CC=C1C1=NC(=C(C=C1)N1[C@@H](CN(CC1)C(=O)C=1C(=NC(=CC1)OC)C(F)(F)F)CC)OCCNC [2-({2'-ethoxy-5-[(2R)-2-ethyl-4-[6-methoxy-2-(trifluoromethyl)pyridine-3-carbonyl]piperazin-1-yl]-[2,3'-bipyridin]-6-yl}oxy)ethyl](methyl)amine